(±)-Trans-methyl-2-(hydroxymethyl)cyclobutane-1-carboxylate COC(=O)[C@H]1[C@@H](CC1)CO |r|